NC=1N=CC2=C(C=C(C=C2C1)N1C(OCC1)=O)Cl (3-amino-8-chloro-6-isoquinolinyl)oxazolidin-2-one